2-(3-allyl-1-methyl-1H-indol-2-yl)-2-phenylacetic acid ethyl ester C(C)OC(C(C1=CC=CC=C1)C=1N(C2=CC=CC=C2C1CC=C)C)=O